BrC=1C=C(C=C2C(N(C(S2)=NN=C2C(NC3=CC=C(C=C23)Cl)=O)C2=C(C=CC=C2C)C)=O)C=CC1 3-(2-(5-(3-bromobenzylidene)-3-(2,6-dimethylphenyl)-4-oxothiazolidin-2-ylidene)hydrazono)-5-chloro-1H-indol-2-one